ClC1=CC(=C(C2=C1N(N=N2)C)C)[C@@H](CC(=O)O)C=2C=C(C1=C(C=CS1)C2)CN2C[C@H](OC1=C(C2)N=C(C=C1)O)CC (3S)-3-(7-chloro-1,4-dimethyl-1H-benzotriazol-5-yl)-3-(7-{[(2R)-2-ethyl-7-hydroxy-2,3-Dihydropyrido[2,3-f][1,4]oxazepin-4(5H)-yl]methyl}-1-benzothiophen-5-yl)propanoic acid